cis-4-cyclohexene-1,2-dicarboxylic anhydride [C@@H]12[C@@H](CC=CC1)C(=O)OC2=O